(S)-7-fluorochroman-4-amine HCl Cl.FC1=CC=C2[C@H](CCOC2=C1)N